(R)-N-(4-chlorophenyl)-2-((1S,4S)-4-(6-fluoroquinolin-4-yl)cyclohexyl)propanamide mono-hydrate O.ClC1=CC=C(C=C1)NC([C@H](C)C1CCC(CC1)C1=CC=NC2=CC=C(C=C12)F)=O